2,6-Dichloro-3-{[(2,2-dimethylpropionyl)amino]methyl}-N-{1-[2-methyl-4-(trifluoromethoxy)phenyl]-1H-indazol-4-yl}benzamide ClC1=C(C(=O)NC2=C3C=NN(C3=CC=C2)C2=C(C=C(C=C2)OC(F)(F)F)C)C(=CC=C1CNC(C(C)(C)C)=O)Cl